C(=O)C1=CC=C2C(=N1)N(N=C2C(=N)NC2=CC=C(C=C2)OC(F)(F)F)C 6-formyl-1-methyl-N-[4-(trifluoromethoxy)phenyl]pyrazolo[3,4-b]pyridine-3-carboxamidine